C(OCC1=CC=C(C=C1)OP(=O)(OCC1=CC=CC=C1)OCC1=CC=CC=C1)(OCCl)=O 4-((bis(benzyloxy)phosphoryl)oxy)benzyl (chloromethyl) carbonate